2-amino-7-(3,4-difluorobenzyl)-9-((2R,3R,5S)-3-hydroxy-5-(hydroxymethyl)tetrahydrofuran-2-yl)-7,9-dihydro-1H-purine-6,8-dione NC=1NC(C=2N(C(N(C2N1)[C@@H]1O[C@@H](C[C@H]1O)CO)=O)CC1=CC(=C(C=C1)F)F)=O